2-(2,5-dimethyl-1H-pyrrol-1-yl)-7-(3-(1-(1-(4-(trifluoromethoxy)phenyl)ethyl)-1H-pyrazol-4-yl)phenyl)-[1,2,4]triazolo[1,5-a]pyridine CC=1N(C(=CC1)C)C1=NN2C(C=C(C=C2)C2=CC(=CC=C2)C=2C=NN(C2)C(C)C2=CC=C(C=C2)OC(F)(F)F)=N1